4-(4-Fluorophenoxy)-1-methoxy-2-nitrobenzene FC1=CC=C(OC2=CC(=C(C=C2)OC)[N+](=O)[O-])C=C1